1-oxo-7-hydroxyisochroman O=C1OCCC2=CC=C(C=C12)O